N-[4-(2-Aminopyrimidin-5-yl)-2-methoxy-phenyl]-5-methyl-3-phenyl-isoxazole-4-carboxamide hydrochloride Cl.NC1=NC=C(C=N1)C1=CC(=C(C=C1)NC(=O)C=1C(=NOC1C)C1=CC=CC=C1)OC